6-(3-((2-(difluoromethoxy)-6-methylpyridin-3-yl)carbamoyl)-3-(2-isopropylphenyl)azetidin-1-yl)pyridazin-3-carboxylic acid FC(OC1=NC(=CC=C1NC(=O)C1(CN(C1)C1=CC=C(N=N1)C(=O)O)C1=C(C=CC=C1)C(C)C)C)F